C(C)(C)(C)[C@H]1OC([C@@H](N1C(=O)OCC1=CC=CC=C1)CC(C)(OC1=CC=CC=C1)C)=O Benzyl (2R,4S)-2-(tert-butyl)-4-(2-methyl-2-phenoxypropyl)-5-oxooxazolidine-3-carboxylate